OCCC(CCC1(C2CCC=C(C2(CCC1C)CO)C(=O)O)C)CO 5-[5-hydroxy-3-(hydroxymethyl)pentyl]-8a-(hydroxymethyl)-5,6-dimethyl-3,4,4a,5,6,7,8,8a-octahydronaphthalene-1-carboxylic acid